bromo-1-isopropyl-pyrazole BrC1=NN(C=C1)C(C)C